4-(1-piperidinyl)pyridine ethyl-4-fluoro-2-methyl-5-((4-methylthiazol-5-yl)methoxy)benzofuran-3-carboxylate C(C)OC(=O)C1=C(OC2=C1C(=C(C=C2)OCC2=C(N=CS2)C)F)C.N2(CCCCC2)C2=CC=NC=C2